C(C)(=O)OCCCOC(C)=O 1,3-propylene glycol diacetate